C1(CC1)N1C(=O)N(C=2N=C(NC2C1=O)C=1C=NC(=CC1)NCCCN1C(CCC1)=O)C1CC1 1,3-dicyclopropyl-8-(6-((3-(2-oxo-1-pyrrolidinyl)propyl)amino)-3-pyridyl)xanthine